3-[(3S,6S)-6-methyl-morpholin-2,5-dione-3-yl]propionic acid C[C@@H]1OC([C@@H](NC1=O)CCC(=O)O)=O